C12(CC3CC(CC(C1)C3)C2)C=2C=C(C=C(C2OCOC)C2=C(C=CC=C2)Br)[Si](C)(C)C(C)(C)C (5-(1-adamantyl)-2'-bromo-6-(methoxymethoxy)-[1,1'-biphenyl]-3-yl)(tert-butyl)dimethylsilane